(3S,4R)-N-[2-(3-{[4-(ethanesulfonyl)-2-methoxyphenyl]amino}prop-1-yn-1-yl)-3-(2,2,2-trifluoroethyl)imidazo[1,2-a]pyridin-8-yl]-3-fluoro-1-methylpiperidin-4-amine C(C)S(=O)(=O)C1=CC(=C(C=C1)NCC#CC=1N=C2N(C=CC=C2N[C@H]2[C@H](CN(CC2)C)F)C1CC(F)(F)F)OC